2-(6-amino-5-[2-[4-(aminomethyl)phenyl]ethoxy]pyridazin-3-yl)phenol NC1=C(C=C(N=N1)C1=C(C=CC=C1)O)OCCC1=CC=C(C=C1)CN